METHYL BENZYLFORMATE C(C1=CC=CC=C1)C(=O)OC